N1=CC=C(C2=C1NC1=C(O2)C=CC=C1)OC1=CC=C(C=C1)NC(=O)C1=CN(C=C(C1=O)C1=CC=C(C=C1)F)CC N-(4-((10H-benzo[b]pyrido[2,3-e][1,4]oxazin-4-yl)oxy)phenyl)-1-ethyl-5-(4-fluorophenyl)-4-oxo-1,4-dihydropyridine-3-carboxamide